N4-(5-Chloro-2,3-difluoro-6-methoxy-phenyl)-6-(1-fluoro-1-methyl-ethyl)-1,3,5-triazine-2,4-diamine ClC=1C=C(C(=C(C1OC)NC1=NC(=NC(=N1)C(C)(C)F)N)F)F